methyl 2-((2-((1-(naphthalen-1-yl)cyclopropyl)carbamoyl)benzyl)amino)-2-oxoacetate C1(=CC=CC2=CC=CC=C12)C1(CC1)NC(=O)C1=C(CNC(C(=O)OC)=O)C=CC=C1